2-(6-{[(5s,7r)-5-methyl-4-azaspiro[2.5]oct-7-yl]oxy}pyridazin-3-yl)-5-[1-(2H3)methyl-1H-pyrazol-4-yl]pyridin-3-ol C[C@@H]1NC2(CC2)C[C@@H](C1)OC1=CC=C(N=N1)C1=NC=C(C=C1O)C=1C=NN(C1)C([2H])([2H])[2H]